O=C1CC(N(C2=C(N1)C1=CC=CC=C1C(=C2)C#C[Si](C)(C)C)C=2C=C(C#N)C=CC2)=O 3-(2,4-Dioxo-7-((trimethylsilyl)ethynyl)-1,2,3,4-tetrahydro-5H-naphtho[1,2-b][1,4]diazepin-5-yl)benzonitrile